C1(=CC=CC=C1)C1CC(NC(C1)=O)=O 4-phenylpiperidine-2,6-dione